2,4,4',5-tetrahydroxybenzophenone OC1=C(C(=O)C2=CC=C(C=C2)O)C=C(C(=C1)O)O